4-(1-((7-ethyl-6-oxo-5,6-dihydro-1,5-naphthyridin-3-yl)methyl)-1,2,3,6-tetrahydropyridin-4-yl)benzonitrile C(C)C=1C(NC=2C=C(C=NC2C1)CN1CCC(=CC1)C1=CC=C(C#N)C=C1)=O